ClC1=CC=C(C(=O)C2=C(C=C(C=C2C(=O)OC)[C@@](CC)(O)C2CCN(CC2)C(=O)OC(C)(C)C)F)C=C1 (-)-tert-butyl (S)-4-(1-(4-(4-chlorobenzoyl)-3-fluoro-5-(methoxycarbonyl)phenyl)-1-hydroxypropyl)piperidine-1-carboxylate